[Na+].SCCCCCS(=O)(=O)[O-] 3-mercaptoethyl-propanesulfonic acid, sodium salt